Tert-Butyl 1-(2-(trifluoromethyl)benzyl)-1,4,6,7-tetrahydro-5H-imidazo[4,5-c]pyridine-5-carboxylate FC(C1=C(CN2C=NC=3CN(CCC32)C(=O)OC(C)(C)C)C=CC=C1)(F)F